C/C(=C\C1=CC=C(C=C1)C(C)(C)C)/C=C(C#N)C#N trans-2-[3-(4-t-butylphenyl)-2-methyl-2-propenylidene]malononitrile